5-(3,5-difluorobenzyl)-3-(2-(pyridin-4-yl)vinyl)-1H-indazole FC=1C=C(CC=2C=C3C(=NNC3=CC2)C=CC2=CC=NC=C2)C=C(C1)F